ClC=1C=C(C=CC1C)NC(=O)NCC=1C=C2CN(C(C2=CC1)=O)C1C(N(C(CC1)=O)CC1=CC(=C(C(=C1)F)O)F)=O 1-(3-chloro-4-methylphenyl)-3-((2-(1-(3,5-difluoro-4-hydroxybenzyl)-2,6-dioxopiperidin-3-yl)-1-oxoisoindolin-5-yl)methyl)urea